(6R)-6,7-difluoro-N-(2-(methylamino)-4-((4-(trifluoromethyl)benzyl)amino)phenyl)heptanamide F[C@H](CCCCC(=O)NC1=C(C=C(C=C1)NCC1=CC=C(C=C1)C(F)(F)F)NC)CF